C1(CC1)C1=C(C2=C(NN=N2)C=C1)CNC(C1=CN=C(C(=C1)F)OC)=O N-((5-cyclopropyl-1H-benzotriazol-4-yl)methyl)-5-fluoro-6-methoxynicotinamide